The molecule is a heparin pentasaccharide consisting of 4-deoxy-2-O-sulfo-L-threo-hex-4-enopyranuronosyl, 2-deoxy-6-O-sulfo-2-(sulfoamino)-D-glucopyranosyl, L-idopyranuronosyl, 2-acetamido-2-deoxy-6-O-sulfo-D-glucopyranosyl, and beta-D-glucopyranuronic acid joined in sequence by alpha-(1->4) linkages. Sequence: DUA2S-GlcNS6S-IdoA-GlcNAc6S-GlcA. It is a heparin pentasaccharide, an amino pentasaccharide and an oligosaccharide sulfate. CC(=O)N[C@@H]1[C@H]([C@@H]([C@H](O[C@@H]1O[C@H]2[C@@H]([C@H]([C@@H](O[C@@H]2C(=O)O)O)O)O)COS(=O)(=O)O)O[C@H]3[C@@H]([C@H]([C@@H]([C@@H](O3)C(=O)O)O[C@@H]4[C@@H]([C@H]([C@@H]([C@H](O4)COS(=O)(=O)O)O[C@H]5[C@@H]([C@H](C=C(O5)C(=O)O)O)OS(=O)(=O)O)O)NS(=O)(=O)O)O)O)O